3,5-dibromo-4-methyl-pyridine BrC=1C=NC=C(C1C)Br